C(#N)CN1N=C2C(N(C(C(=C2N2[C@H](CN([C@@H](C2)CC)C(C)C=2C=C3N=CC=NC3=CC2)C)C#N)=O)C)=C1 2-(cyanomethyl)-7-((2s,5r)-5-ethyl-2-methyl-4-(1-(quinoxalin-6-yl)ethyl)piperazin-1-yl)-4-methyl-5-oxo-4,5-dihydro-2H-pyrazolo[4,3-b]pyridine-6-carbonitrile